O=C1NC2=CC=C(C=C2CC1)[C@H]1[C@@H](C1)N trans-2-(2-oxo-1,2,3,4-tetrahydroquinolin-6-yl)cyclopropylamine